Triethyl(octyl)phosphonium C(C)[P+](CCCCCCCC)(CC)CC